O=C(C(=O)NC=1C2=C(C=NC1)C=NN2)N2[C@H](CC[C@@H](C2)C)C=2C=CC1=C(N=C(S1)CCN1CCCC1)C2 oxo-N-(1H-pyrazolo[4,3-c]pyridin-7-yl)-2-[(2R,5S)-5-methyl-2-[2-(2-pyrrolidin-1-ylethyl)-1,3-benzothiazol-5-yl]-1-piperidyl]acetamide